NC1=NC=NN2C1=C(C=C2C2=C(C(=O)N[C@@H]1CN(C[C@@H]1F)C(C1=CC=C(C=C1)F)=O)C=CC=C2)CN2CC(C2)(F)F 4-amino-5-[(3,3-difluoroazetidin-1-yl)methyl]pyrrolo[2,1-f][1,2,4]triazin-7-yl-N-[(3R,4S)-4-fluoro-1-(4-fluorobenzoyl)pyrrolidin-3-yl]benzamide